C(CCC)C=1N=C(NC1)C butyl-methyl-imidazole